(2,6-dimethyl-1,2,3,4-tetrahydro-2-naphthyl)methanol tert-butyl-6-formyl-3,4-dihydroisoquinoline-2(1H)-carboxylate C(C)(C)(C)C1N(CCC2=CC(=CC=C12)C=O)C(=O)OCC1(CC2=CC=C(C=C2CC1)C)C